CS(=O)(=O)[O-].C[NH+]1CCC(CC1)CC 1-Methyl-4-ethylpiperidinium methanesulfonate